1-(4-(6-Chloro-2,2'-difluoro-6'-methoxy-3-(methylamino)-[1,1'-biphenyl]-4-carbonyl)piperazin-1-yl)prop-2-en-1-one ClC1=CC(=C(C(=C1C1=C(C=CC=C1OC)F)F)NC)C(=O)N1CCN(CC1)C(C=C)=O